Citryl-CoA C(CC(O)(C(=O)O)CC(=O)O)(=O)SCCNC(CCNC([C@@H](C(COP(OP(OC[C@@H]1[C@H]([C@H]([C@@H](O1)N1C=NC=2C(N)=NC=NC12)O)OP(=O)(O)O)(=O)O)(=O)O)(C)C)O)=O)=O